O=C1N(C(C2=CC=CC=C12)=O)CC1=NNC(C2=CC=C(C=C12)C1(CCC1)C(=O)OC(C)(C)C)=O tert-butyl 1-(4-((1,3-dioxoisoindolin-2-yl)methyl)-1-oxo-1,2-dihydrophthalazin-6-yl)cyclobutane-1-carboxylate